ClC=1C=CC(=NC1)[C@]1(OC2=C(O1)C=CC=C2C2CCN(CC2)CC2=NC1=C(N2C[C@H]2OCC2)C=C(C=C1)C(=O)O)C 2-({4-[(2R)-2-(5-Chloropyridin-2-yl)-2-methyl-1,3-benzodioxol-4-yl]piperidin-1-yl}methyl)-1-[(2S)-oxetan-2-ylmethyl]-1H-benzimidazole-6-carboxylic acid